2,2-diethylpropanol C(C)C(CO)(C)CC